methyl (2S)-5-allyl-1-((S)-2-((tert-butoxycarbonyl)amino)but-3-enoyl)pyrrolidine-2-carboxylate C(C=C)C1CC[C@H](N1C([C@H](C=C)NC(=O)OC(C)(C)C)=O)C(=O)OC